O=C1N(CCC(N1COCC[Si](C)(C)C)=O)C1=NC=CC2=C1C=NN2C2CCN(CC2)C(=O)OCC2=CC=CC=C2 Benzyl 4-(4-(2,4-dioxo-3-((2-(trimethylsilyl)ethoxy)methyl)tetrahydropyrimidin-1(2H)-yl)-1H-pyrazolo[4,3-c]pyridin-1-yl)piperidine-1-carboxylate